5-benzyl-1-methyl-1H-1,2,3-triazole-4-carboxylic acid methyl ester COC(=O)C=1N=NN(C1CC1=CC=CC=C1)C